ClC1=C(C(N(C=2C=CC(=NC12)C#N)C)=O)[N+](=O)[O-] 8-Chloro-5-methyl-7-nitro-6-oxo-5,6-dihydro-1,5-naphthyridine-2-carbonitrile